2-ethoxy-4,5-difluorophenylboronic acid C(C)OC1=C(C=C(C(=C1)F)F)B(O)O